ClC1=C(C(=CC=C1)Cl)N1N=C(C(=C1)NC1=CC=C(C=C1)C(=O)N1CCCC1)C(=O)N 1-(2,6-dichlorophenyl)-4-((4-(pyrrolidine-1-carbonyl)phenyl)amino)-1H-pyrazole-3-carboxamide